CC(C(=O)OC1C2C3CCCC3C(C1)C2)=C Octahydro-4,7-methano-1H-inden-5-yl 2-methyl-2-propenoate